FC(SC1=CC=C(C(=O)O)C=C1)(F)F 4-(trifluoromethyl-thio)benzoic acid